Cl.N[C@@H]1CN(CCC1)C1=CC(=NC=C1C#CC1CCOCC1)NC1=NC(=NC=C1)C=1C=C2N=CC=NC2=CC1F (S)-N-(4-(3-aminopiperidin-1-yl)-5-((tetrahydro-2H-pyran-4-yl)ethynyl)pyridin-2-yl)-2-(7-fluoroquinoxalin-6-yl)pyrimidin-4-amine hydrochloride